CC1=C(C=C(C=N1)NC(C1=NC=CC(=C1)C(C(F)(F)F)OC)=O)C=1C=NC2=CC(=NC=C2C1)NC N-(6-methyl-5-(7-(methylamino)-1,6-naphthyridin-3-yl)pyridin-3-yl)-4-(2,2,2-trifluoro-1-methoxyethyl)picolinamide